BrC1=CC(=CC2=CC=CC(=C12)C#C[Si](C(C)C)(C(C)C)C(C)C)O 4-bromo-5-((triisopropylsilyl)ethynyl)naphthalene-2-ol